5-[3-(piperidine-1-carbonyl)pyrazolo[1,5-a]pyridin-7-yl]pyrimidine-2-carbonitrile N1(CCCCC1)C(=O)C=1C=NN2C1C=CC=C2C=2C=NC(=NC2)C#N